C(C1=CC=CC=C1)OC1=NC(=CC(=C1CO)C)C (2-benzyloxy-4,6-dimethylpyridine-3-yl)methanol